C(\C=C/C(=O)[O-])(=O)[O-].C(\C=C/C(=O)[O-])(=O)[O-].C(CCCCCCC)[Sn+4]CCCCCCCC di-n-octyltin dimaleate